ClC=1N=NC(=CC1[C@H]1[C@@H](C1)COC(F)(F)F)C=1C(=NC(=NC1)OC)OC 3-chloro-6-(2,4-dimethoxypyrimidin-5-yl)-4-((1R,2R)-2-((trifluoromethoxy)methyl)cyclopropyl)pyridazine